C1(CC1)[C@H](C(C)(C)O)N1C(C2=C(C=CC=C2C1)O)=O |o1:3| (R or S)-2-(1-cyclopropyl-2-hydroxy-2-methylpropyl)-7-hydroxyisoindolin-1-one